N-(2,6-dioxo-3-piperidinyl)tetrahydro-2H-thiopyran-4-acetamide O=C1NC(CCC1NC(CC1CCSCC1)=O)=O